2-(4-isopropyl-2-(2-isopropylphenyl)piperazin-1-yl)-7-azaspiro[3.5]nonane C(C)(C)N1CC(N(CC1)C1CC2(C1)CCNCC2)C2=C(C=CC=C2)C(C)C